BrCCCCCNC(OCC=1C2=CC=CC=C2C=C2C=CC=CC12)=O Anthracen-9-ylmethyl (5-bromopentyl)carbamate